Tri(2,3-dimethyl-1-pentyl)citrat CC(CC(C(C(C(=O)[O-])(CC(C(CC)C)C)CC(C(CC)C)C)(O)C(=O)[O-])C(=O)[O-])C(CC)C